1-((1RS,3SR)-5'-bromo-4'-chloro-1'-(4-methoxybenzyl)-1',2'-dihydrospiro[cyclopentane-1,3'-pyrrolo[2,3-b]pyridin]-3-yl)-1H-1,2,4-triazol-3-amine BrC=1C(=C2C(=NC1)N(C[C@]21C[C@H](CC1)N1N=C(N=C1)N)CC1=CC=C(C=C1)OC)Cl |r|